C(C)(C)C1C(C2=CC=3CCCC3C=C2C1)=O 2-Isopropyl-3,5,6,7-tetrahydro-s-indacen-1(2H)-one